N-((3R,5S)-1-cyano-5-((methyl-sulfonyl)methyl)pyrrolidin-3-yl)-5-(3-(trifluoromethyl)phenyl)-oxazole-2-carboxamide C(#N)N1C[C@@H](C[C@H]1CS(=O)(=O)C)NC(=O)C=1OC(=CN1)C1=CC(=CC=C1)C(F)(F)F